(S)-1-(6-Oxo-5-(trifluoromethyl)-1,6-dihydropyridin-3-yl)propan-2-yl (2R,6R)-2,6-dimethyl-4-(5-(trifluoromethyl)pyrimidin-2-yl)piperazine-1-carboxylate C[C@H]1N([C@@H](CN(C1)C1=NC=C(C=N1)C(F)(F)F)C)C(=O)O[C@H](CC1=CNC(C(=C1)C(F)(F)F)=O)C